2,5,7,8-tetramethyl-2-(4,8,12-trimethyltridec-3,7,11-trien-1-yl)-2H-chromen-6-ol CC1(OC2=C(C(=C(C(=C2C=C1)C)O)C)C)CCC=C(CCC=C(CCC=C(C)C)C)C